tert-Butyl N-[(9R,10E,13S)-3-(difluoromethyl)-9-methyl-8-oxo-3,4,7,15-tetraazatricyclo[12.3.1.02,6]octadeca-1(18),2(6),4,10,14,16-hexaen-13-yl]carbamate FC(N1C=2C=3C=CN=C([C@H](C/C=C/[C@H](C(NC2C=N1)=O)C)NC(OC(C)(C)C)=O)C3)F